OC(C)C1(CCN(CC1)C1=C(C=CC=C1)C1=C(C=CC(=C1)S(=O)(=O)N(C)C)S(=O)(=O)N)C (2-(4-(1-hydroxyethyl)-4-methylpiperidin-1-yl)phenyl)-N4,N4-dimethylbenzene-1,4-disulfonamide